ClC1=NC=C(C=C1N(S(=O)(=O)C)S(=O)(=O)C)C=1C=C2C(=NC=NC2=CC1)NC1=CC(=CC=C1)Cl N-(2-chloro-5-(4-((3-chlorophenyl)amino)quinazolin-6-yl)pyridin-3-yl)-N-(methylsulfonyl)methanesulfonamide